P(=O)(O)(O)O[C@H]1[C@H]([C@@H](O[C@@H]1CO)N1C=NC=2C(N)=NC(=NC12)NCCCCCC)OC 2-(N-hexylamino)-2'-O-methyladenosine-3'-phosphate